Cl.Cl.ClC1=CC=C(C[C@H]2CO[C@H](CN2C2CCN(CC2)C2=CC=CC=C2)C)C=C1 (2S,5S)-5-(4-chlorobenzyl)-2-methyl-4-(1-phenylpiperidin-4-yl)morpholine dihydrochloride